7-(piperidin-4-yl)-1H,3H-imidazo[4,5-b]pyridin-2-one N1CCC(CC1)C1=C2C(=NC=C1)NC(N2)=O